N[C@@H](CNC(=O)C1=NC(=CN=C1)C1=CC=C(C=C1)OCC)C1=CC(=CC(=C1)OC)OC (R)-N-(2-amino-2-(3,5-dimethoxyphenyl)ethyl)-6-(4-ethoxyphenyl)pyrazine-2-carboxamide